S1C(=NC2=C1C=CC=C2)NC2=C(C(=C(N=N2)NC=2SC=C(N2)C(=O)OCC)CCCO)C ethyl 2-({6-[(1,3-benzothiazol-2-yl)amino]-4-(3-hydroxypropyl)-5-methylpyridazin-3-yl}amino)-1,3-thiazole-4-carboxylate